OC=1C=C2CCNC(C2=CC1O)=O 3,4-dihydro-6,7-dihydroxy-1(2H)-isoquinolone